(S)-N-(2-methyl-5-(2-(2-methylpyrrolidin-1-yl)acetamido)pyridin-3-yl)-2-(1-(oxetan-3-yl)-1H-pyrazol-4-yl)-1H-pyrrolo[2,3-b]pyridine-5-carboxamide CC1=NC=C(C=C1NC(=O)C=1C=C2C(=NC1)NC(=C2)C=2C=NN(C2)C2COC2)NC(CN2[C@H](CCC2)C)=O